O1C(C1)C1(C(CCCC1)O)O (2-oxiranyl)-1,2-cyclohexanediol